N-(4-(8-(dimethylamino)-2-(((3S,5S)-5-fluoropiperidin-3-yl)amino)pyrido[3,2-d]pyrimidin-6-yl)-2-fluorophenyl)-1-phenylmethane-sulfonamide CN(C1=CC(=NC2=C1N=C(N=C2)N[C@@H]2CNC[C@H](C2)F)C2=CC(=C(C=C2)NS(=O)(=O)CC2=CC=CC=C2)F)C